1-(5-{[(5-Chlorothiophen-2-yl)methyl]amino}-3-[4-(3,5-dimethylmorpholin-4-carbonyl)piperazin-2-yl]-1H-pyrazol-1-yl)-2,2-dimethylpropan-1-on ClC1=CC=C(S1)CNC1=CC(=NN1C(C(C)(C)C)=O)C1NCCN(C1)C(=O)N1C(COCC1C)C